1,2,3,4,5,6-hexa(phenylthio)benzene C1(=CC=CC=C1)SC1=C(C(=C(C(=C1SC1=CC=CC=C1)SC1=CC=CC=C1)SC1=CC=CC=C1)SC1=CC=CC=C1)SC1=CC=CC=C1